C1(CC1)[C@H]1N(CC[C@@H](C1)O)C(=O)OC(C)(C)C tert-Butyl (2S,4S)-2-cyclopropyl-4-hydroxy-piperidine-1-carboxylate